O=C1NC(CCC1N1CC2=CC=C(C=C2C1=O)CNC(OCCCC1CCC1)=O)=O 3-cyclobutylpropyl ((2-(2,6-dioxopiperidin-3-yl)-3-oxoisoindolin-5-yl)methyl)carbamate